FCS(=O)(=O)N 1-fluoromethane-sulfonamide